(4-(3,6-dibromo-9H-carbazol-9-yl)butyl)phosphonic acid BrC=1C=CC=2N(C3=CC=C(C=C3C2C1)Br)CCCCP(O)(O)=O